N[C@@H]1CN(CC[C@H]1C)C1=CC(=NC=C1C=1C=NN(C1)C1CCOCC1)NC1=CC=C2C(=N1)N(N=C2)C(C)C N-(4-((3S,4R)-3-amino-4-methylpiperidin-1-yl)-5-(1-(tetrahydro-2H-pyran-4-yl)-1H-pyrazol-4-yl)pyridin-2-yl)-1-isopropyl-1H-pyrazolo[3,4-b]pyridin-6-amine